1-(3-chloroallyl)-3,5,7-tri-aza-1-azonia-adamantane ClC=CC[N+]12CN3CN(CN(C1)C3)C2